C(C)(C)(C)OC(NC1CCC(CC1)(F)CCN1CCN(CC1)C1=NSC2=C1C=CC=C2)=O (cis-4-(2-(4-(benzo[d]isothiazol-3-yl)piperazin-1-yl)ethyl)-4-fluorocyclohexyl)carbamic acid tert-butyl ester